ClC1=C(COC2(COC2)C2=CC(=C(C=C2F)N=CN(C)CC)C)C(=CC=C1)F N'-(4-(3-((2-chloro-6-fluorobenzyl)oxy)oxetan-3-yl)-5-fluoro-2-methylphenyl)-N-ethyl-N-methylformimidamide